4,12-di-n-butyl-2,6,10,14-tetramethyl-1,7,9,15-tetraoxa-4,12-diaza-8-stannaspiro[7.7]pentadecane C(CCC)N1CC(O[Sn]2(OC(C1)C)OC(CN(CC(O2)C)CCCC)C)C